benzyl-Sulfonyl fluoride C(C1=CC=CC=C1)S(=O)(=O)F